Cl.C1N[C@@H]([C@@H]2[C@H]1CCC2)C(=O)OCC ethyl (3S,3aS,6aR)-1,2,3,3a,4,5,6,6a-octahydrocyclopenta[c]pyrrole-3-carboxylate hydrochloride